CN(CCN(C1=C(C=C(C(=C1)OC)NC1=NC=CC(=N1)N1C(N(C2=C1C=CC(=C2)OC)C)=O)NC(C=C)=O)C)C N-(2-((2-(Dimethylamino)ethyl)(methyl)amino)-4-methoxy-5-((4-(5-methoxy-3-methyl-2-oxo-2,3-dihydro-1H-benzo[d]imidazol-1-yl)pyrimidin-2-yl)amino)phenyl)acrylamide